5-(chloromethyl)-N-cyclopentyl-Ammonia ClCC1CCCC1N